FC=1C=C(C=CC1C(F)(F)F)N1C[C@@H](CC1)NC(OC(C)(C)C)=O (R)-tert-butyl (1-(3-fluoro-4-(trifluoromethyl)phenyl)pyrrolidin-3-yl)carbamate